(4,6-dichloro-5-(2-(trifluoromethoxy)phenyl)-1H-benzo[d]imidazol-2-yl)(4-(ethylsulfonyl)phenyl)methanamine ClC1=C(C(=CC=2NC(=NC21)C(N)C2=CC=C(C=C2)S(=O)(=O)CC)Cl)C2=C(C=CC=C2)OC(F)(F)F